S1C(=NC2=C1C=CC=C2)CN2C=CC1=CC=CC(=C21)C(=O)NC2(CC2)C21CC(C2)(C1)C(=O)O 3-(1-(1-(Benzo[d]thiazol-2-ylmethyl)-1H-indole-7-carboxamido)cyclopropyl)bicyclo[1.1.1]pentane-1-carboxylic acid